ClC1=CC=C(C=C1)CN1C([C@H](CS(C2=C1C=C(C(=C2)F)C(NNC(=O)C2(CC2)C(F)(F)F)=O)(=O)=O)NC(OC(C)(C)C)=O)=O tert-butyl N-[(3R)-5-[(4-chlorophenyl)methyl]-8-fluoro-1,1,4-trioxo-7-[[[1-(trifluoromethyl)cyclopropanecarbonyl]amino]carbamoyl]-2,3-dihydro-1λ6,5-benzothiazepin-3-yl]carbamate